FC1=CC2=C(N(C=N2)C(=O)NCCC2=CC=CC=C2)C=C1 5-Fluoro-N-phenethyl-1H-benzo[d]imidazole-1-carboxamide